BrC1=CC(=CC=2N(C=NC21)C)C=O 4-bromo-1-methyl-1H-benzo[d]imidazole-6-carbaldehyde